CN1CCN(CC1)C1=CC=C(C=C1)C=1C=C2C(=NC1)C(=C(O2)CCC)C2=CC=C(C(=O)N)C=C2 4-{6-[4-(4-methylpiperazin-1-yl)phenyl]-2-propylfuro[3,2-b]pyridin-3-yl}benzamide